CN1N=C(C2=CC=CC=C12)NC(C1=CC(=CC=C1)OC1=CC=NC2=CC=CC=C12)=O N-(1-methylindazol-3-yl)-3-(4-quinolinyloxy)benzamide